ClC1=NC=NC=C1OC1=C(C(=O)OC)C=C(C=C1)F Methyl 2-((4-chloropyrimidin-5-yl) oxy)-5-fluorobenzoate